quinoline-3-carboxamide TFA salt OC(=O)C(F)(F)F.N1=CC(=CC2=CC=CC=C12)C(=O)N